CC1=NC(=CC(=C1)C=1NC2=CC=C(C=C2C1C(C)C)C(=O)N(C1CCN(CC1)C)C)C 2-(2,6-dimethylpyridin-4-yl)-3-isopropyl-N-methyl-N-(1-methylpiperidin-4-yl)-1H-indole-5-carboxamide